C(C1=CC=CC=C1)=NNC(C1=CC=CC=C1)=O N'-benzylidenebenzohydrazide